N1,N1-dimethyl-N3-(2-(2-methylpiperidin-1-yl)phenyl)benzene-1,3-disulfonamide CN(S(=O)(=O)C1=CC(=CC=C1)S(=O)(=O)NC1=C(C=CC=C1)N1C(CCCC1)C)C